2,6-di((di(pyridin-2-ylmethyl)amino)methyl)-4-methoxyphenol N1=C(C=CC=C1)CN(CC1=NC=CC=C1)CC1=C(C(=CC(=C1)OC)CN(CC1=NC=CC=C1)CC1=NC=CC=C1)O